tert-butyl (2R,3R)-2-[[tert-butyl(dimethyl)silyl]oxymethyl]-3-(trifluoromethylsulfonyloxy)-azetidine-1-carboxylate [Si](C)(C)(C(C)(C)C)OC[C@H]1N(C[C@H]1OS(=O)(=O)C(F)(F)F)C(=O)OC(C)(C)C